ClC1=C(C=CC(=N1)C1=C(N=C2N1N=C(C(=C2)OC)C2CC2)C)F 3-(6-chloro-5-fluoro-2-pyridyl)-6-cyclopropyl-7-methoxy-2-methyl-imidazo[1,2-b]pyridazine